O=C1NC(CCC1N1C(N(C2=C1C=CC=C2CCCOCCOCCN(C(OC(C)(C)C)=O)C)C)=O)=O Tert-butyl N-[2-[2-[3-[1-(2,6-dioxo-3-piperidyl)-3-methyl-2-oxo-benzimidazol-4-yl]propoxy]ethoxy]ethyl]-N-methyl-carbamate